4-(4-((3-cyanopropyl)sulfonamido)-2-ethylphenyl)-1H-pyrrolo[2,3-b]pyridin C(#N)CCCS(=O)(=O)NC1=CC(=C(C=C1)C1=C2C(=NC=C1)NC=C2)CC